5-[2-(2,4-Difluorophenyl)pyridin-3-yl]-1H-indazole FC1=C(C=CC(=C1)F)C1=NC=CC=C1C=1C=C2C=NNC2=CC1